ClC1=C(N=C(NC1=O)C1=CC(=NC=C1)F)N1C(C(OCC1)C)C 5-chloro-4-(2,3-dimethylmorpholin-4-yl)-2-(2-fluoro-4-pyridinyl)-1H-pyrimidin-6-one